3,5-diamino-4-nitropyrazole NC1=NNC(=C1[N+](=O)[O-])N